Tert-butyl 6-((4-(isopropylamino)-5-(trifluoromethyl) pyrimidin-2-yl) amino)-3,4-dihydroisoquinoline-2(1H)-carboxylate C(C)(C)NC1=NC(=NC=C1C(F)(F)F)NC=1C=C2CCN(CC2=CC1)C(=O)OC(C)(C)C